N-(2-chloro-4-fluoro-3-iodophenyl)-ethanesulfonamide ClC1=C(C=CC(=C1I)F)NS(=O)(=O)CC